C=1(C(CC=CC1O)(O)O)C1=CC=CC=C1O [1,1'-biphenyl]-2,2,6,6'-tetraol